N-(6-chloro-4-(1-methoxyethyl)-1,5-naphthyridin-3-yl)-N'-(1-ethyl-3-(trifluoromethyl)-1H-pyrazol-5-yl)urea ClC=1N=C2C(=C(C=NC2=CC1)NC(=O)NC1=CC(=NN1CC)C(F)(F)F)C(C)OC